NC1=NNC2=CC=C(C=C12)C1=CC(=NC=C1)NCCC1=CC=C(C=C1)O 4-(2-((4-(3-Amino-1H-indazol-5-yl)pyridin-2-yl)amino)ethyl)phenol